tert-butyl N-[11-(3,3-difluorocyclobutyl)-6-hydroxy-12-oxo-6,14-bis(trifluoromethyl)-18-oxa-3,4,11,17-tetrazatricyclo[11.3.1.12,5]octadeca-1(16),2,4,13(17),14-pentaen-16-yl]carbamate FC1(CC(C1)N1CCCCC(C2=NN=C(C3=C(C=C(C(C1=O)=N3)C(F)(F)F)NC(OC(C)(C)C)=O)O2)(C(F)(F)F)O)F